3-(2-(3-fluoro-4-methyl-5-nitrobenzoyl)hydrazine-1-carbonyl)azetidine-1-carboxylic acid methyl ester COC(=O)N1CC(C1)C(=O)NNC(C1=CC(=C(C(=C1)[N+](=O)[O-])C)F)=O